5-[N,N-di(3-hydroxypropyl)-N-hexadecylammonio]-2-hydroxypentane OCCC[N+](CCCCCCCCCCCCCCCC)(CCCO)CCCC(C)O